[Al].C(C)(=O)CC(C)=O acetylacetone aluminum salt